5,7-Difluoro-1-(4-(2,2,6,6-tetramethylmorpholino)phenyl)-1H-indazol-6-ol FC=1C=C2C=NN(C2=C(C1O)F)C1=CC=C(C=C1)N1CC(OC(C1)(C)C)(C)C